N-[2-(5-Nitro-1H-indol-3-yl)ethyl]acetamide [N+](=O)([O-])C=1C=C2C(=CNC2=CC1)CCNC(C)=O